rac-(1s,2r,3r,5r)-3-amino-2-fluoro-8-azabicyclo[3.2.1]octane-8-carboxylic acid tert-butyl ester C(C)(C)(C)OC(=O)N1[C@@H]2[C@@H]([C@@H](C[C@H]1CC2)N)F |r|